(S)-1-((6'-chloro-3,4'-difluoro-[2,3'-bipyridin]-5-yl)methyl)pyrrolidin-3-ol ClC1=CC(=C(C=N1)C1=NC=C(C=C1F)CN1C[C@H](CC1)O)F